bis(2,3,5,6-tetramethyl-4-(vinylthio) phenyl) sulfide CC1=C(C(=C(C(=C1C)SC=C)C)C)SC1=C(C(=C(C(=C1C)C)SC=C)C)C